C(C)(C)(C)NC(=O)C1=CC(=NC(=C1)C=1N=NN(C1)C=1C(=C(C(=O)O)C=CC1)O)C=1N=NN(C1)C=1C(=C(C(=O)O)C=CC1)O 4'-((4-(tert-butylcarbamoyl)pyridine-2,6-diyl)bis(1H-1,2,3-triazole-4,1-diyl))bis(2-hydroxybenzoic acid)